CC1(OC2=CC=CC=C2[C@H](C1)NC(=O)C=1C=C2C(C(COC2=CC1)O)N1C(NC(CC1=O)(C)C)=N)C N-[(4S)-2,2-dimethylchroman-4-yl]-3-hydroxy-4-(2-imino-4,4-dimethyl-6-oxo-hexahydropyrimidin-1-yl)chromane-6-carboxamide